3-(4-((1R,5S)-3,8-diazabicyclo[3.2.1]octan-8-yl)-7-(3-hydroxynaphthalen-1-yl)quinazolin-2-yl)propanoic acid [C@H]12CNC[C@H](CC1)N2C2=NC(=NC1=CC(=CC=C21)C2=CC(=CC1=CC=CC=C21)O)CCC(=O)O